[OH-].C[N+](C)(C)C1C2(CC3CC(CC1C3)C2)C N,N,N-trimethyl-1-methyl-adamantyl-ammonium hydroxide